tert-Butyl 3-(5-hydroxy-7-(thiazol-2-yl)benzo[d]oxazol-2-yl)-3,6-diazabicyclo[3.1.1]heptane-6-carboxylate OC=1C=C(C2=C(N=C(O2)N2CC3N(C(C2)C3)C(=O)OC(C)(C)C)C1)C=1SC=CN1